O=C1NC(CCC1N1C=NC2=C1C=CC(=C2)N2CCC1(CCN(C1)C(=O)OC(C)(C)C)CC2)=O tert-butyl 8-[1-(2,6-dioxo-3-piperidyl)benzimidazol-5-yl]-2,8-diazaspiro[4.5]decane-2-carboxylate